ClC=1C=C2C(=CC(=NC2=CC1)C(F)(F)F)N[C@@H]1C[C@@H](CCC1)NC(=O)C=1C=NN(C1)C1=NC=CC=C1 N-[(1R,3S)-3-{[6-chloro-2-(trifluoromethyl)quinolin-4-yl]amino}cyclohexyl]-1-(pyridin-2-yl)-1H-pyrazole-4-carboxamide